Cl.COC1=C(C=C(C=C1)C(=O)N1CCC(CC1)OCCN1CCNCC1)N1C(NC(CC1)=O)=O 1-(2-methoxy-5-(4-(2-(piperazin-1-yl)ethoxy)piperidine-1-carbonyl)phenyl)dihydropyrimidine-2,4(1H,3H)-dione hydrochloride